FC1=C(C=CC(=C1)F)C1=NC(=NC=C1F)NC1=CC(=CC(=C1)S(F)(F)(F)(F)F)CS(=O)(=O)C 4-(2,4-difluorophenyl)-5-fluoro-N-[3-(methylsulfonylmethyl)-5-(pentafluoro-lambda6-sulfanyl)phenyl]pyrimidin-2-amine